3,5-dimethyl-2-[7-[rac-(2S)-1-methylpiperazin-2-yl]-1,8-naphthyridin-2-yl]phenol CC=1C(=C(C=C(C1)C)O)C1=NC2=NC(=CC=C2C=C1)[C@H]1N(CCNC1)C |r|